N-(2-cyano-7-phenylisoindolin-5-yl)-1-methylpiperidine-4-carboxamide C(#N)N1CC2=C(C=C(C=C2C1)NC(=O)C1CCN(CC1)C)C1=CC=CC=C1